C(C)OC(=O)C1=NN(C(=C1C=1C=C2C(=NN(C2=CC1)C1OCCCC1)C=C)O[C@H](CN(CC)C(=O)OC(C)(C)C)C)C 5-[(1S)-2-[tert-butoxycarbonyl-(ethyl)amino]-1-methyl-ethoxy]-1-methyl-4-(1-tetrahydropyran-2-yl-3-vinyl-indazol-5-yl)pyrazole-3-carboxylic acid ethyl ester